N-(1-methylcyclopropyl)-3-(5-methyl-1,3,4-thiadiazol-2-yl)-1-(2-morpholinoethyl)-2-oxo-benzimidazole-5-sulfonamide CC1(CC1)NS(=O)(=O)C1=CC2=C(N(C(N2C=2SC(=NN2)C)=O)CCN2CCOCC2)C=C1